5-(1,1-dimethylpentyl)-4-hydroxy-2-methylbenzoic acid, sodium salt [Na+].CC(CCCC)(C)C=1C(=CC(=C(C(=O)[O-])C1)C)O